2-amino-N-(1-(1-(2-amino-2-oxoethyl)-4-chloro-7-ethoxy-1H-indazol-6-yl)ethyl)pyrazolo[1,5-a]pyrimidine-3-carboxamide NC1=NN2C(N=CC=C2)=C1C(=O)NC(C)C1=CC(=C2C=NN(C2=C1OCC)CC(=O)N)Cl